2-(2,5-octadienyl)-1,10-decanedioic acid C(C=CCC=CCC)C(C(=O)O)CCCCCCCC(=O)O